CN1C(=NC2=NC=C(N=C21)C(=O)O)C2=CC=CC=C2 3-methyl-2-phenylimidazo[4,5-b]pyrazine-5-carboxylic acid